P(=S)(OC)(OC)OC Trimethyl thiophosphate